BrC1=C(C=C(C=C1N1C2=CC=C(C=C2C=2C=C(C=CC12)C(C)(C)C)C(C)(C)C)C)N(C1=CC2=CC=CC=C2C=C1)C1=CC2=CC=CC=C2C=C1 N-(2-bromo-3-(3,6-di-tert-butyl-9H-carbazol-9-yl)-5-methylphenyl)-N-(naphthalen-2-yl)naphthalen-2-amine